ClC1=C2C(NC(=NC2=CC(=C1)Cl)C1=CC(=C(C(=C1)C)OCCO)C)=O 5,7-dichloro-2-(4-(2-hydroxyethoxy)-3,5-dimethylphenyl)quinazolin-4(3H)-one